5-fluoro-N6-(6-methyl-2,3-dihydro-1H-inden-4-yl)-1H-pyrazolo[3,4-b]pyridine-3,6-diamine FC=1C=C2C(=NC1NC1=C3CCCC3=CC(=C1)C)NN=C2N